7-ethenyl-8-fluoro-1-[(4-methoxyphenyl)methyl]-4H-quinoxaline-2,3-dione C(=C)C1=CC=C2NC(C(N(C2=C1F)CC1=CC=C(C=C1)OC)=O)=O